CC1=NN=C2COCC3=C(N21)C=CC=C3C(=C)C3=CC=CC=C3 1-methyl-7-(1-phenylvinyl)-4H,6H-benzo[e][1,2,4]triazolo[3,4-c][1,4]oxazepine